COC1=CC=C(C=C1)C=1C(OC2=CC=C(C=C2C1C1=CC=CC=C1)C)=O 3-(4-methoxyphenyl)-6-methyl-4-phenyl-2H-chromen-2-one